ClC=1C=CC(=C(C1)N1CCN(CC1)C/C=C/CN)C Trans-4-[4-(5-chloro-2-methylphenyl)piperazinyl]-2-buten-1-amine